(E)-(2-(2-fluoro-4-(trifluoromethyl)styryl)-5-methyl-oxazol-4-yl)methanol FC1=C(/C=C/C=2OC(=C(N2)CO)C)C=CC(=C1)C(F)(F)F